FC1(CC1)CNC=1N=CC2=C(N1)NC=C2C2=CC=1N(C=C2)N=CC1C(=O)NC1CCN(CC1)C 5-(2-(((1-fluorocyclopropyl)methyl)amino)-7H-pyrrolo[2,3-d]pyrimidin-5-yl)-N-(1-methylpiperidin-4-yl)pyrazolo[1,5-a]pyridine-3-carboxamide